(S)-6-bromo-2-(2,5-dimethyl-1-(4-(morpholinesulfonyl)phenyl)-1H-pyrrol-3-yl)-N-(1-(ethylsulfonyl)pyrrolidin-3-yl)-3H-imidazo[4,5-b]pyridin-7-amine BrC=1C(=C2C(=NC1)NC(=N2)C2=C(N(C(=C2)C)C2=CC=C(C=C2)S(=O)(=O)N2CCOCC2)C)N[C@@H]2CN(CC2)S(=O)(=O)CC